CC1(C(NC(CC1)=O)=O)N1C(C2=CC=C(C=C2C1)B1OC(C(O1)(C)C)(C)C)=O 3-methyl-3-(1-oxo-5-(4,4,5,5-tetramethyl-1,3,2-dioxaborolan-2-yl)isoindolin-2-yl)piperidine-2,6-dione